NC1=NC=NN2C1=C(C=C2C2CN(CC2)C(C=C)=O)C#CC2=C(C(=NC(=C2F)OC)OC)F 1-(3-(4-amino-5-((3,5-difluoro-2,6-dimethoxypyridin-4-yl)ethynyl)pyrrolo[2,1-f][1,2,4]triazin-7-yl)pyrrolidin-1-yl)prop-2-en-1-one